C(C)(C)(C)OC(=O)N[C@H]1[C@@H](CN(CC1)C1CCCCC1)C(=O)O |r| rac-(3R,4R)-4-tert-butoxycarbonylamino-1-cyclohexyl-piperidine-3-carboxylic acid